CO[C@@H]1CC[C@H](CC1)NC(=O)C=1C=NN2C1C=C(C=C2)C2=CNC=1N=C(N=CC12)NC1=CC=NC=C1 N-(trans-4-methoxycyclohexyl)-5-(2-(pyridin-4-ylamino)-7H-pyrrolo[2,3-d]pyrimidin-5-yl)pyrazolo[1,5-a]pyridine-3-carboxamide